FC1=CC=C(C=C1)N1C2=C(C=3C(=CC=CC13)O)C1(CCS(CC1)(=N)=O)OCC2(C)C 5-(4-Fluorophenyl)-9-hydroxy-1'-imino-4,4-dimethyl-2',3',4,5,5',6'-hexahydro-1'H,3H-1'λ6-spiro[pyrano[4,3-b]indole-1,4'-thiopyran] 1'-oxide